COC(CC1(OCCO1)CC1=C(C=CC(=C1)C(F)(F)F)N)=O {2-[2-amino-5-(trifluoromethyl)benzyl]-1,3-Dioxolan-2-yl}acetic acid methyl ester